rel-(2R,3S)-3-(3,4-difluoro-2-methoxyphenyl)-4-methyl-5-(trifluoromethyl)-2,3-dihydrofuran-2-carboxamide FC=1C(=C(C=CC1F)[C@H]1[C@@H](OC(=C1C)C(F)(F)F)C(=O)N)OC |o1:8,9|